5-(5-cyano-2-methoxyphenyl)-N-((3R,5R)-5-methylpyrrolidin-3-yl)-1,3,4-oxadiazole-2-carboxamide TFA salt OC(=O)C(F)(F)F.C(#N)C=1C=CC(=C(C1)C1=NN=C(O1)C(=O)N[C@H]1CN[C@@H](C1)C)OC